COC1CCC(CC1)NC=1N=CC2=C(N1)NC=C2C2=CC=1N(C=C2)N=CC1 N-((1r,4r)-4-methoxycyclohexyl)-5-(pyrazolo[1,5-a]pyridin-5-yl)-7H-pyrrolo[2,3-d]pyrimidin-2-amine